4-benzhydryl-proline C(C1=CC=CC=C1)(C1=CC=CC=C1)C1C[C@H](NC1)C(=O)O